NC1=CC2=C(C=CC(O2)=O)C=C1 7-Aminobenzopyrone